O1NOC=C1 1,3-dioxazole